NC=1C=C2CN(C(C2=C(C1)N1CCC(CC1)(F)F)=O)C 5-Amino-7-(4,4-difluoropiperidin-1-yl)-2-methylisoindolin-1-one